5-hydroxymethylcytidine boron trifluoride B(F)(F)F.OCC=1C(=NC(N([C@H]2[C@H](O)[C@H](O)[C@@H](CO)O2)C1)=O)N